2-(4-(3-amino-1H-pyrazolo[3,4-b]pyridin-5-yl)benzylamino)-N-((1-methyl-1H-imidazol-4-yl)methyl)-5-(trifluoromethyl)nicotinamide NC1=NNC2=NC=C(C=C21)C2=CC=C(CNC1=C(C(=O)NCC=3N=CN(C3)C)C=C(C=N1)C(F)(F)F)C=C2